BrC=1C=C(N[C@H]2CN(CCC2)C(=O)OC(C)(C)C)C=CC1 tert-butyl (3R)-3-(3-bromoanilino)piperidine-1-carboxylate